4-(2-((3-fluorophenyl)sulfonyl)propan-2-yl)-N-(pyrimidin-5-yl)piperidine-1-carboxamide FC=1C=C(C=CC1)S(=O)(=O)C(C)(C)C1CCN(CC1)C(=O)NC=1C=NC=NC1